(P)-N-(isoxazol-3-yl)-1-(2-methoxy-4-((1S,2S)-2-(trifluoromethyl)cyclopropyl)phenyl)-2-oxo-1,2-dihydroquinoline-6-sulfonamide O1N=C(C=C1)NS(=O)(=O)C=1C=C2C=CC(N(C2=CC1)C1=C(C=C(C=C1)[C@@H]1[C@H](C1)C(F)(F)F)OC)=O